10-oxa-1,2,5,7-tetraazacycloocta[cd]indene-5-carboxylate N=1N=C2C=CN(C3=C2C1OC=CN=C3)C(=O)[O-]